N-[3-[1-(1H-1,3-benzodiazol-2-yl)imidazo[1,5-a]pyrazin-6-yl]-2,4-difluorophenyl]-5-fluoro-2-methyl-pyridine-3-sulfonamide N1C(=NC2=C1C=CC=C2)C=2N=CN1C2C=NC(=C1)C=1C(=C(C=CC1F)NS(=O)(=O)C=1C(=NC=C(C1)F)C)F